FC(C1=CC=C(C(=N1)NC(=O)C1=NN2C(OCC(C2)(C)C)=C1)C1=CC(=NC=C1)OC)F ((6-(difluoromethyl)-2'-methoxy-[3,4'-bipyridin]-2-yl)carbamoyl)-6,6-dimethyl-6,7-dihydro-5H-pyrazolo[5,1-b][1,3]oxazine